5-octadiynyldeoxyuridine C(#CC#CCCCC)C=1C(NC(N([C@H]2C[C@H](O)[C@@H](CO)O2)C1)=O)=O